1-(trimethoxysilyl)-N-(2-aminoethyl)-3-aminopropylmethyldimethoxysilane CO[Si](C(CCNCCN)[Si](OC)(OC)C)(OC)OC